BrC=1C=NC=CC1OC1=CC=C(N)C=C1 4-((3-bromopyridin-4-yl)oxy)aniline